5-hydroxy-6,8-dimethyl-pyrido[2,3-d]pyrimidine-2,4,7-trione OC1=C(C(N(C=2NC(NC(C21)=O)=O)C)=O)C